C(C1=CC=CC=C1)ONC=O N-(benzyloxy)carboxamide